FC1=CC=C(C=C1)N1N=CC=2CC3(C(=CC12)CCCC3)C(=O)[O-] 1-(4-fluorophenyl)-1,4,5,6,7,8-hexahydro-4aH-benzo[f]indazole-4a-carboxylate